N-[1-[3-[5-(2,2-difluoroethoxy)pyrimidin-2-yl]pyrazin-2-yl]ethyl]-3-(trifluoromethyl)-5-(trifluoromethylsulfanyl)benzamide FC(COC=1C=NC(=NC1)C=1C(=NC=CN1)C(C)NC(C1=CC(=CC(=C1)SC(F)(F)F)C(F)(F)F)=O)F